FC1=C(C(C#N)=C(C(=C1OC1=CC=C(C=C1)C(=O)OCC(F)(F)F)OC1=CC=C(C=C1)C(=O)OCC(F)(F)F)F)C#N 3,6-difluoro-4,5-bis[4-((2,2,2-trifluoroethyl)oxycarbonyl)phenoxy]phthalonitrile